5-(2-(benzylsulfanyl)-6-nitrophenyl)-2-oxo-4-phenyl-2H-pyran-6-carboxylic acid tert-butyl ester C(C)(C)(C)OC(=O)C1=C(C(=CC(O1)=O)C1=CC=CC=C1)C1=C(C=CC=C1[N+](=O)[O-])SCC1=CC=CC=C1